1-(3,5-dichlorophenyl) propylmethanesulfonate C(CC)CS(=O)(=O)OC1=CC(=CC(=C1)Cl)Cl